C(C1=CC=CC=C1)N1CN(N2C(C1=O)=C(C(C=C2)=O)OCC2=CC=CC=C2)C21C(=CC3=CC=CC=C23)CC=2C=CC=CC21 3-benzyl-5-(benzyloxy)-1-(indeno[1,2-a]inden-4b(9H)-yl)-2,3-dihydro-1H-pyrido[2,1-f][1,2,4]triazine-4,6-dione